NC=1C(=C(C=C(C1C)Cl)C(C)=O)OCC 1-(3-amino-5-chloro-2-ethoxy-4-methylphenyl)ethan-1-one